FC1=C(C=CC=C1C(F)(F)F)NC=1N=C2C(=NC1NC1=C(C(=CC=C1)C(F)(F)F)F)NC(=N2)C(F)(F)F N5,N6-bis(2-fluoro-3-(trifluoromethyl)phenyl)-2-(trifluoromethyl)-1H-imidazo[4,5-b]pyrazine-5,6-diamine